C[C@]1(CNCCC1)O (S)-3-methylpiperidin-3-ol